C(C)(C)C=1OC2=C(C=CC=C2C(C1)=O)O 2-isopropyl-8-hydroxy-4H-chromen-4-one